C[Si](OC#CC(C)C)(OC#CC(C)C)C dimethyl-bis(3-methyl-1-butyn-oxy)silane